C(C)C=1OC(=CC1CC)CC 2,3,5-triethylfuran